[Si](C)(C)(C(C)(C)C)OCCNCCCC1=C(C(=NC=C1)Cl)F N-(2-((tert-butyldimethylsilyl)oxy)ethyl)-3-(2-chloro-3-fluoropyridin-4-yl)propan-1-amine